4-{2-[4-(trifluoromethoxy)phenyl]-6-oxa-2,9-diazaspiro[4.5]decan-9-yl}oxolan-2-one FC(OC1=CC=C(C=C1)N1CC2(CC1)OCCN(C2)C2CC(OC2)=O)(F)F